[Si](C)(C)(C(C)(C)C)C#CC=1C(NC2=CC(=CN=C2C1)CCl)=O 3-[2-(tert-butyldimethylsilyl)ethynyl]-7-(chloromethyl)-1H-1,5-naphthyridin-2-one